N-(2-(piperidin-1-yl)ethyl)-3-(((7-(pyridin-4-yl)-2,3-dihydrofuro[3,2-c]pyridin-4-yl)amino)methyl)benzamide N1(CCCCC1)CCNC(C1=CC(=CC=C1)CNC1=NC=C(C2=C1CCO2)C2=CC=NC=C2)=O